FC(C1=NNC(=N1)N)F 3-difluoromethyl-5-amino-1,2,4-triazole